tert-butyl (1-(4-(4-hydroxybutyl)-2,5-dimethoxyphenyl)propan-2-yl)carbamate OCCCCC1=CC(=C(C=C1OC)CC(C)NC(OC(C)(C)C)=O)OC